FC1(CCN(CC1)C1=NC(=CC(=N1)C1=NN=C(S1)C1=C(C=C(C=C1)NS(=O)(=O)CCO)N1CCC2(CC2)CC1)C)F N-(4-(5-(2-(4,4-difluoropiperidin-1-yl)-6-methylpyrimidin-4-yl)-1,3,4-thiadiazol-2-yl)-3-(6-azaspiro[2.5]oct-6-yl)phenyl)-2-hydroxyethane-1-sulfonamide